3-isobutyryl-1H-indole-2-carboxylic acid methyl ester COC(=O)C=1NC2=CC=CC=C2C1C(C(C)C)=O